1,1-Dimethylpropylacetat CC(CC)(C)OC(C)=O